5-(((R)-1-(2-(((S)-1-aminopropan-2-yl)oxy)-5-fluorophenyl)ethyl)amino)pyrazolo[1,5-a]pyrimidine-3-carboxylic acid NC[C@H](C)OC1=C(C=C(C=C1)F)[C@@H](C)NC1=NC=2N(C=C1)N=CC2C(=O)O